COC1=C(C=C(C=C1)OC1=CC=C(C=C1)C(F)(F)F)[N+](=O)[O-] 1-Methoxy-2-nitro-4-(4-(tri-fluoromethyl)phenoxy)benzene